CC(=CCC1=C(C(=C(C(=C1O)C(=O)C)O)CC2=C(C(C(=O)C(=C2O)C(=O)C)(C)CC=C(C)C)O)O)C The molecule is a benzenetriol that is a derivative of filicinic acid. Isolated from the stems and leaves of Hypericum drummondii, it exhibits antibacterial activity against Gram-positive bacteria Staphylococcus aureus and Bacillus subtilis and the acid fast bacterium Mycobacterium smegmatis. It has a role as a metabolite and an antibacterial agent. It is an enol, an enone, a methyl ketone, a benzenetriol and an aromatic ketone. It derives from a filicinic acid.